N-((3R,4S)-1-(5-(6-ethoxy-1H-pyrazolo[3',4':3,4]pyrazolo[1,5-a]pyridin-4-yl)pyridin-2-yl)-3-hydroxypiperidin-4-yl)-2-(trifluoromethyl)benzamide C(C)OC=1C=C(C=2N(C1)N=C1C2C=NN1)C=1C=CC(=NC1)N1C[C@H]([C@H](CC1)NC(C1=C(C=CC=C1)C(F)(F)F)=O)O